(E)-N1-(2-(2,6-dioxopiperidin-3-yl)-1-oxoisoindolin-4-yl)-N12-(4-(2-((4-(2-(3-methylbenzylidene)hydrazino)-6-morpholinopyrimidin-2-yl)oxy)ethyl)phenyl)dodecanediamide O=C1NC(CCC1N1C(C2=CC=CC(=C2C1)NC(CCCCCCCCCCC(=O)NC1=CC=C(C=C1)CCOC1=NC(=CC(=N1)N/N=C/C1=CC(=CC=C1)C)N1CCOCC1)=O)=O)=O